ClCC=1C=C(C[C@H](N)C(=O)O)C=CC1 m-chloromethyl-L-phenylalanine